Ethyl-3-(2-amino-4-fluoro-3-pyridyl)propanoate C(C)OC(CCC=1C(=NC=CC1F)N)=O